4-{2-[4-(oxetan-3-yl)piperazin-1-yl]ethoxy}pyridin-2-amine O1CC(C1)N1CCN(CC1)CCOC1=CC(=NC=C1)N